(S,2R)-N'-((3-fluoro-6-(2-methoxypyridin-4-yl)-2-methylphenyl)carbamoyl)-2-methyl-2,3-dihydropyrazolo[5,1-b]oxazole-7-sulfonimidamide FC=1C(=C(C(=CC1)C1=CC(=NC=C1)OC)NC(=O)N=[S@@](=O)(N)C=1C=NN2C1O[C@@H](C2)C)C